C1(CC1)[C@H]([C@@H](C(=O)OC)C)C1=CC=C2CCN(CC2=C1)C(=O)OC(C)(C)C tert-Butyl 7-((1R,2S)-1-cyclopropyl-3-methoxy-2-methyl-3-oxopropyl)-3,4-dihydroisoquinoline-2(1H)-carboxylate